CN(CCC#N)C β-dimethylaminopropionitrile